[(2R,3R,4R)-4,5-Diacetoxy-2-[2-(methylamino)-2-oxo-ethyl]-tetrahydrofuran-3-yl] acetate C(C)(=O)O[C@@H]1[C@H](OC([C@@H]1OC(C)=O)OC(C)=O)CC(=O)NC